ethyl (Z)-3-((3-butyl-7-(ethylsulfanyl)-2-methyl-1,1-dioxido-5-phenyl-2,3,4,5-tetrahydro-1,2,5-benzothiadiazepin-8-yl) oxy)-2-fluoroacrylate C(CCC)C1N(S(C2=C(N(C1)C1=CC=CC=C1)C=C(C(=C2)O\C=C(\C(=O)OCC)/F)SCC)(=O)=O)C